BrC1=CC=C(C=C1)NC1C(C(NC2=CC(=C(C=C12)C)C)=O)(C)C 4-((4-Bromophenyl)amino)-3,3,6,7-tetramethyl-3,4-dihydroquinolin-2(1H)-one